(8aS)-6-oxo-octahydropyrrolo[1,2-a]pyrazine-2-carboxylic acid tert-butyl ester C(C)(C)(C)OC(=O)N1C[C@H]2N(CC1)C(CC2)=O